1-(4-(2-hydroxypropan-2-yl)benzyl)-4-(propan-1-yn-1-yl)-1H-indazole-7-carboxylic acid OC(C)(C)C1=CC=C(CN2N=CC3=C(C=CC(=C23)C(=O)O)C#CC)C=C1